1'-methyl-5-(4-((4-((5-(trifluoromethyl)pyridin-2-yl)amino)piperidin-1-yl)sulfonyl)phenyl)spiro[indoline-3,4'-piperidin]-2-one CN1CCC2(CC1)C(NC1=CC=C(C=C12)C1=CC=C(C=C1)S(=O)(=O)N1CCC(CC1)NC1=NC=C(C=C1)C(F)(F)F)=O